(R)-1-(3-(3-bromophenoxy)propyl)pyrrolidin-3-ol methyl-2-(3-(N,N-bis(4-methoxybenzyl)sulfamoyl)-1H-pyrazol-1-yl)-2-methylpropanoate CCC(C(=O)O[C@H]1CN(CC1)CCCOC1=CC(=CC=C1)Br)(C)N1N=C(C=C1)S(N(CC1=CC=C(C=C1)OC)CC1=CC=C(C=C1)OC)(=O)=O